FC1(CC(C1)OC1CN(C1)[C@@H]1[C@H](CCCC1)OC=1C=C2CN(C(C2=CC1)=O)C1C(NC(CC1)=O)=O)F 3-(5-(((1S,2S)-2-(3-(3,3-difluorocyclobutoxy)azetidin-1-yl)cyclohexyl)oxy)-1-oxoisoindolin-2-yl)piperidine-2,6-dione